(2,4-Dicyclopropylpyridin-3-yl)methanol C1(CC1)C1=NC=CC(=C1CO)C1CC1